2-((2-((4-(1-((3-(2,4-dioxotetrahydropyrimidin-1(2H)-yl)pyridin-4-yl)methyl)piperidin-4-yl)-2-isopropoxy-5-methylphenyl)amino)-5-(trifluoromethyl)pyridin-4-yl)amino)-N-methylbenzamide O=C1N(CCC(N1)=O)C=1C=NC=CC1CN1CCC(CC1)C1=CC(=C(C=C1C)NC1=NC=C(C(=C1)NC1=C(C(=O)NC)C=CC=C1)C(F)(F)F)OC(C)C